N[C@@H]1C2=CC=CC=C2CC12CCN(CC2)C=2N=CC(=NC2CO)C#CCOC2=CC=C(C=C2)S(=O)(=O)N (S)-4-((3-(5-(1-Amino-1,3-dihydrospiro[indene-2,4'-piperidin]-1'-yl)-6-(hydroxymethyl)pyrazin-2-yl)prop-2-yn-1-yl)oxy)benzenesulfonamide